ammonium 2-(6-{6-[(4-cyano-2-fluorobenzyl) oxy] pyridin-2-yl}-6-azaspiro[2.5]oct-1-yl)-1-[(2S)-oxetan-2-ylmethyl]-1H-benzimidazole-6-carboxylate C(#N)C1=CC(=C(COC2=CC=CC(=N2)N2CCC3(CC3C3=NC4=C(N3C[C@H]3OCC3)C=C(C=C4)C(=O)[O-])CC2)C=C1)F.[NH4+]